C(CCCCCCCCCCC)C(C(=O)[O-])CC(=O)[O-].[Na+].C(C)(=O)O.[Na+] sodium acetate sodium lauryl-succinate